2'-Chloro-4'-(Methoxymethyl)-4,5,5',6'-Tetrahydro-2H-Spiro[Furan-3,8'-Pyrano[3,4-b]Pyridine] ClC1=CC(=C2C(=N1)C1(OCC2)COCC1)COC